S(=[Se])=[Se].[Sn].[Zn].[Cu] copper-zinc tin sulfur diselenide